ClC=1C=C2C=NC(=NC2=CC1[C@@H]1CN(CC1)C([C@@H](C)O)=O)NC=1C=NN(C1C)C1CC1 (2R)-(3S) or (2R)-(3R)-1-(3-{6-chloro-2-[(1-cyclopropyl-5-methyl-1H-pyrazol-4-yl)amino]quinazolin-7-yl}pyrrolidin-1-yl)-2-hydroxypropan-1-one